Methyl 3-chloro-5-[[2,4-difluoro-5-[5-(hydroxymethyl)-2-(trifluoromethyl)pyrimidin-4-yl]phenyl]sulfamoyl]-4-methoxy-benzoate ClC=1C=C(C(=O)OC)C=C(C1OC)S(NC1=C(C=C(C(=C1)C1=NC(=NC=C1CO)C(F)(F)F)F)F)(=O)=O